tert-butyl (R)-azetidine-2-carboxylate N1[C@H](CC1)C(=O)OC(C)(C)C